COC(=O)[C@]1(N(C[C@H](C1)F)C(=O)OC(C)(C)C)CC(CBr)O (2S,4S)-2-(3-bromo-2-hydroxypropyl)-4-fluoropyrrolidine-1,2-dicarboxylic acid 1-(tert-butyl) 2-methyl ester